{3-[(3S,4S)-4-amino-3-methyl-2-oxa-8-azaspiro[4.5]decan-8-yl]-6-{[3-chloro-2-(oxetan-3-yloxy)pyridin-4-yl]sulfanyl}-5-methylpyrazin-2-yl}methanol N[C@@H]1[C@@H](OCC12CCN(CC2)C=2C(=NC(=C(N2)C)SC2=C(C(=NC=C2)OC2COC2)Cl)CO)C